4-oxo-1,4-dihydro-1,8-naphthyridine-3-carboxylic acid ethyl ester C(C)OC(=O)C1=CNC2=NC=CC=C2C1=O